4-{[3-(2-aminobenzo[d]thiazol-6-yl)-5-(3-bromophenyl)-1H-pyrazol-1-yl]methyl}-N-hydroxybenzoamide NC=1SC2=C(N1)C=CC(=C2)C2=NN(C(=C2)C2=CC(=CC=C2)Br)CC2=CC=C(C(=O)NO)C=C2